COC1=C(C(=CC(=C1)C1=CC=CC=C1)OC)O 2,6-dimethoxy-4-phenylphenol